12E-octadecadien-1-ol C(=CC=CCCCCCCCCCCCCCC)O